[C@@H]12CN(C[C@H]2C1)CC1=CC(=C2CN(C(C2=C1)=O)C1=CC(=CC=C1)C1(COC1)CC1=NN=CN1C)C(F)(F)F 6-(((1R,5S)-3-azabicyclo[3.1.0]hexan-3-yl)methyl)-2-(3-(3-((4-methyl-4H-1,2,4-triazol-3-yl)methyl)oxetan-3-yl)phenyl)-4-(trifluoromethyl)isoindolin-1-one